2-[(4-methoxyphenyl)methoxy]Benzenesulfonamide COC1=CC=C(C=C1)COC1=C(C=CC=C1)S(=O)(=O)N